2-(4-((3-ethyl-2,4-dioxo-1,2,3,4-tetrahydroquinazolin-7-yl)methyl)piperazin-1-yl)-N-methylpyrimidine-5-carboxamide C(C)N1C(NC2=CC(=CC=C2C1=O)CN1CCN(CC1)C1=NC=C(C=N1)C(=O)NC)=O